(S)-2-Cyclopropyl-3,3-difluoro-10-((5-fluoro-2-((R)-2-methylmorpholino)pyridin-4-yl)amino)-7-methyl-1,2,3,4-tetrahydro-[1,4]oxazepino[2,3-c]chinolin-6(7H)-on C1(CC1)[C@@H]1NC2=C(C(N(C=3C=CC(=CC23)NC2=CC(=NC=C2F)N2C[C@H](OCC2)C)C)=O)OCC1(F)F